(S)-(2-(fluoromethyl)piperazin-1-yl)(1-methylcyclopropyl)ketone FCC1N(CCNC1)C1[C@@](C1)(C)C(=O)[C@@]1(C(C1)N1C(CNCC1)CF)C